O1CCC(CC1)C(=O)NC(=O)[C@@H]1CC12CCN(CC2)C(=O)OC(C(F)(F)F)C(F)(F)F |o1:11| 1,1,1,3,3,3-hexafluoropropan-2-yl (R or S)-1-((tetrahydro-2H-pyran-4-carbonyl)carbamoyl)-6-azaspiro[2.5]octane-6-carboxylate